C(C)(C)NCCCN(C)C N1-isopropyl-N3,N3-dimethylpropane-1,3-diamine